5-(3-(difluoromethyl)-1-(2-(methylsulfonyl)ethyl)-1H-pyrazol-5-yl)-3-(1-(o-tolyl)cyclopropyl)-1,2,4-oxadiazole FC(C1=NN(C(=C1)C1=NC(=NO1)C1(CC1)C1=C(C=CC=C1)C)CCS(=O)(=O)C)F